ClC=1C=C(C=CC1)C1=NC2=CC=CC=C2C(=N1)C1=CC=CC=C1 2-(3-chlorophenyl)-4-phenylquinazoline